CN1N=CC(=C1)C=1C=CC2=C(C=3CN(C(C3C=C2)=O)CC(C(=O)N)=C)C1 2-{[8-(1-methyl-1H-pyrazol-4-yl)-3-oxo-1H,2H,3H-benzo[e]isoindol-2-yl]methyl}prop-2-enamide